N-(4-(2-isopropoxypropan-2-yl)thiazol-2-yl)-2-(pyridin-4-ylmethyl)benzamide C(C)(C)OC(C)(C)C=1N=C(SC1)NC(C1=C(C=CC=C1)CC1=CC=NC=C1)=O